F[C@@H]1CN(CC[C@H]1NC1=C2C=C(N(C2=CC=C1)CC(F)(F)F)C#CCNC1=C(C=C(C(=O)OC)C=C1)OC)C |r| rac-Methyl 4-{[3-(4-{[(3R,4R)-3-fluoro-1-methylpiperidin-4-yl]amino}-1-(2,2,2-trifluoroethyl)-1H-indol-2-yl)prop-2-yn-1-yl]amino}-3-methoxybenzoate